3-(2-(ethoxymethyl)morpholinyl)propane C(C)OCC1CN(CCO1)CCC